2-(2-azidoethoxy)ethylamine N(=[N+]=[N-])CCOCCN